COC1(C2CCCC1CN(C2)C3CN(C3)C4=CC=CC=C4)C5=CC=CC(=C5)C(=O)N 3-((1R,5S,9r)-9-methoxy-3-(1-phenylazetidin-3-yl)-3-azabicyclo[3.3.1]nonan-9-yl)benzamide (S)-2-hydroxysuccinate